FC1CCN(CC1)C(=O)C=1C=C2C(=CN(C2=CC1)C=1C=NC=NC1)C (4-fluoropiperidin-1-yl)(3-methyl-1-(pyrimidin-5-yl)-1H-indol-5-yl)methanone